(2S,3R)-2-(9H-fluoren-9-ylmethoxycarbonylamino)-3-methoxybutanoic acid C1=CC=CC=2C3=CC=CC=C3C(C12)COC(=O)N[C@H](C(=O)O)[C@@H](C)OC